F[C@H]1C[C@H](N2N=C(C=C21)S)C2=CC=CC=C2 (4S,6S)-4-fluoro-6-phenyl-5,6-dihydro-4H-pyrrolo[1,2-b]pyrazole-2-thiol